NCCC(=O)N[C@@H](C)C(=O)N[C@@H](CCCNC(N)=O)C(=O)NC1=CC=C(C=C1)CC(=O)OC beta-alanyl-L-alanyl-N5-carbamoyl-N-[4-(2-methoxy-2-oxoethyl)phenyl]-L-ornithinamid